Silver 2-Methoxyisobutyrate COC(C(=O)[O-])(C)C.[Ag+]